COC1=C(C=C(C=N1)C1=CC=C2C(=NNC2=C1)C(=O)NC)C(NC1CC(CCC1)OCC(F)(F)F)=O 6-(6-methoxy-5-{[3-(2,2,2-trifluoroethoxy)cyclohexyl]-carbamoyl}pyridin-3-yl)-N-methyl-1H-indazole-3-carboxamide